FC1=C(C=CC(=C1)F)S(=O)(=O)NC=1C(=NC=C(C1)C=1C=C2C(=NC=NC2=CC1)N1CCN(CC1)C(C1=CC(=CC=C1)O)=O)OC 2,4-difluoro-N-(5-(4-(4-(3-hydroxy-benzoyl)piperazin-1-yl)quinazolin-6-yl)-2-methoxy-pyridin-3-yl)benzene-sulfonamide